CN1CCC=CC1 1-Methyl-1,2,3,6-tetrahydropyridine